NC=1N=CC2=C(C(=C(C=C2C1)C1=C(C2=C(OCCN2C(=O)O)N=C1)C)F)Cl.ClC1=CC(=NC=C1C(=O)NOC([2H])([2H])[2H])Cl 4,6-dichloro-N-(methoxy-d3)nicotinamide 7-(3-Amino-8-chloro-7-fluoroisoquinolin-6-yl)-8-methyl-2,3-dihydro-1H-pyrido[2,3-b][1,4]oxazine-1-carboxylate